OC=1C=C2C=3C(=CC(=CC3C=CC2=CC1O)OC)OC 6,7-dihydroxy-2,4-dimethoxyphenanthrene